4-(2,6-difluoro-4-(2-methylthiazol-4-yl)phenyl)-3-methyl-1-(1-((2-(trimethylsilyl)ethoxy)methyl)-1H-benzo[d]imidazol-5-yl)azetidin-2-one FC1=C(C(=CC(=C1)C=1N=C(SC1)C)F)C1C(C(N1C1=CC2=C(N(C=N2)COCC[Si](C)(C)C)C=C1)=O)C